[1,1':4,1'':3'',1''':4''',1''''-quinquephenyl]-4,4''-diamine C1(=CCC(C=C1)(C1=CC(=C(C=C1)N)C1=CC=C(C=C1)C1=CC=CC=C1)N)C1=CC=CC=C1